COC1=C(C(=CC(=C1)B1OC(C(O1)(C)C)(C)C)OC)/C=C/C(=O)OC methyl (E)-3-(2,6-dimethoxy-4-(4,4,5,5-tetramethyl-1,3,2-dioxaborolan-2-yl)phenyl)acrylate